5-(1-propynyl)uridine C(#CC)C=1C(NC(N([C@H]2[C@H](O)[C@H](O)[C@@H](CO)O2)C1)=O)=O